C1=CC=CC=2C3=CC=CC=C3C(C12)CC(=O)O 9H-fluoren-9-acetic acid